3-methoxy-5-propylaniline COC=1C=C(N)C=C(C1)CCC